CN1[C@@H](CCC1)COC=1N=C(C=2N=C(N(C(C2N1)=O)C1=CC=CC2=CC=CC=C12)C1=CC=CC=C1)N1CCNCC1 (S)-6-((1-methylpyrrolidin-2-yl)methoxy)-3-(naphthalen-1-yl)-2-phenyl-8-(piperazin-1-yl)pyrimido[5,4-d]Pyrimidin-4(3H)-one